(2-Chlorotrityl) (R)-4-(((S)-1-aminopropan-2-yl)(methyl)amino)-3-(4-fluorobenzyl)-4-oxobutanoate NC[C@H](C)N(C([C@@H](CC(=O)OC(C1=C(C=CC=C1)Cl)(C1=CC=CC=C1)C1=CC=CC=C1)CC1=CC=C(C=C1)F)=O)C